3-(Benzyloxy)-N-(4-(4,4-dimethylpiperidin-1-yl)phenyl)-2,4-difluoro-6-nitroaniline C(C1=CC=CC=C1)OC=1C(=C(NC2=CC=C(C=C2)N2CCC(CC2)(C)C)C(=CC1F)[N+](=O)[O-])F